C(C)(C)(C)OC(=O)N1CCC(CC1)N1CCC(CC1)N1CCC2(CCCN(C2)C=2C=C3C(N(C(C3=CC2)=O)C2C(NC(CC2)=O)=O)=O)CC1 4-(2-(2-(2,6-Dioxopiperidin-3-yl)-1,3-Dioxoisoindolin-5-yl)-2,9-diazaspiro[5.5]undec-9-yl)-[1,4'-bipiperidin]-1'-carboxylic acid tert-butyl ester